ClC=1C(=C(C=C(C1)Cl)NC(=O)NC1=CC(=NC(=C1)Cl)Cl)CO 1-(3,5-dichloro-2-hydroxymethylphenyl)-3-(2,6-dichloropyridin-4-yl)urea